N-(4-benzyloxy-6-chloro-2-methyl-3-pyridyl)-3-chloro-propane-1-sulfonamide C(C1=CC=CC=C1)OC1=C(C(=NC(=C1)Cl)C)NS(=O)(=O)CCCCl